C(=C/C)/C1=CC=C(C=C1)O (Z)-4-propenylphenol